piperidin-1-ium hydrochloride Cl.[NH2+]1CCCCC1